C(C)(C)(C)OC(=O)N1C[C@@H]([C@H](CC1)NCC1=CC=C(C=C1)F)F (3S,4S)-3-fluoro-4-{[(4-fluorophenyl)methyl]amino}piperidine-1-carboxylic acid tert-butyl ester